C(#N)C(C#CC1=CN=C(S1)COC1=CC=CC(=N1)C1=CC(=C(CC2=NC3=C(N2C[C@H]2OCC2)C=C(C=C3)C(=O)O)C=C1F)F)(C)C (S)-2-(4-(6-((5-(3-cyano-3-methylbut-1-yn-1-yl)thiazol-2-yl)methoxy)pyridin-2-yl)-2,5-difluorobenzyl)-1-(oxetan-2-ylmethyl)-1H-benzo[d]imidazole-6-carboxylic acid